1-(bromomethyl)-2-fluoro-3-nitrobenzene BrCC1=C(C(=CC=C1)[N+](=O)[O-])F